ClC=1C=CC(=C(C1)C1=CC(=C(N=N1)SCCO)NC1=CC(=NC=C1)NC(CN1CC2(C1)CN(C2)C)=O)F N-(4-{[6-(5-chloro-2-fluorophenyl)-3-[(2-hydroxyethyl)sulfanyl]pyridazin-4-yl]amino}pyridin-2-yl)-2-{6-methyl-2,6-diazaspiro[3.3]heptan-2-yl}acetamide